OC1CC(NC1)C(=O)NCC1=C(C=C(C=C1)C1=C(N=CS1)C)OC1CCNCC1 4-hydroxy-N-(4-(4-methylthiazol-5-yl)-2-(piperidin-4-yloxy)benzyl)pyrrolidine-2-carboxamide